C1(CCCCC1)C1=NOC(=C1CO[C@H]1[C@@H]2CN([C@H](C1)C2)C(=O)OCC2=CC=CC=C2)C2CC2 benzyl (1S,4S,5R)-5-((3-cyclohexyl-5-cyclopropylisoxazol-4-yl) methoxy)-2-azabicyclo[2.2.1]heptane-2-carboxylate